6-chloro-1,1-diethoxy-2-hexyne ClCCCC#CC(OCC)OCC